C(CCC)N(C(C(C1=CC=C(C=C1)C)=O)=O)CCCC N,N-dibutyl-2-oxo-2-p-tolylacetamide